BrC1=CN(C2=NC(=CN=C21)N2CCC1([C@@H]([C@@H](OC1)C)N[S@](=O)C(C)(C)C)CC2)COCC[Si](C)(C)C (R)-N-((3S,4S)-8-(7-bromo-5-((2-(Trimethylsilyl)ethoxy)methyl)-5H-pyrrolo[2,3-b]pyrazin-3-yl)-3-methyl-2-oxa-8-azaspiro[4.5]Dec-4-yl)-2-methylpropane-2-sulfinamide